Methyl 2-((1r,4r)-4-(hydroxymethyl)cyclohexyl)-6-methoxy-2H-indazole-5-carboxylate OCC1CCC(CC1)N1N=C2C=C(C(=CC2=C1)C(=O)OC)OC